1-(cyclobutylmethyl)-8-(dimethylamino)-8-phenyl-3-[2-(trifluoromethyl)pyrimidin-5-yl]-1,3-diazaspiro[4.5]decan-2-one C1(CCC1)CN1C(N(CC12CCC(CC2)(C2=CC=CC=C2)N(C)C)C=2C=NC(=NC2)C(F)(F)F)=O